C[Si](CCCCCCCC[SiH2]C(N(C)C)N(C)C)(OCC)OCC 1-methyldiethoxysilyl-8-bis(dimethylamino)methylsilyloctane